ClC=1C=C2C(=NNC2=CC1)C(=O)O 5-chloroindazoleformic acid